hept-3-yl carbamate C(N)(OC(CC)CCCC)=O